C(C1=CC=CC=C1)N1C(C(CC1)N(C(=O)C=1N=C(SC1)C#C)C1=CC(=CC(=C1)OC)OC)=O N-(1-Benzyl-2-oxopyrrolidin-3-yl)-N-(3,5-dimethoxyphenyl)-2-ethynylthiazole-4-carboxamide